7-methylnorbornene CC1C2C=CC1CC2